FC1=C(CCN2C(C3=CC=C(C=C3CC2)C=2OC=CC2)=O)C=CC=C1 2-(2-fluorophenethyl)-6-(furan-2-yl)-3,4-dihydroisoquinolin-1(2H)-one